trans-2-(tetrahydro-2H-pyran-4-yl)-cyclopropanecarboxylic acid tert-butyl ester C(C)(C)(C)OC(=O)[C@H]1[C@@H](C1)C1CCOCC1